N-(indan-2-ylamino)carbamic acid tert-butyl ester C(C)(C)(C)OC(NNC1CC2=CC=CC=C2C1)=O